BrC1=C(C(=CC(=C1)F)[N+](=O)[O-])I 1-bromo-5-fluoro-2-iodo-3-nitrobenzene